1-(4-(tert-butoxycarbonyl)piperazine-1-carbonyl)cyclopropanecarboxylic acid C(C)(C)(C)OC(=O)N1CCN(CC1)C(=O)C1(CC1)C(=O)O